O=C1NC(CCC1N1C(N(C2=C1C=CC=C2N2CC(C2)N(C(OCC2=CC=CC=C2)=O)C)C)=O)=O benzyl N-[1-[1-(2,6-dioxo-3-piperidyl)-3-methyl-2-oxo-benzimidazol-4-yl] azetidin-3-yl]-N-methyl-carbamate